C(C)OP(OCC)=O.C(CCC)[P+](CC)(CCCC)CCCC tributyl-(ethyl)phosphonium diethylphosphonate